(Z)-3-(3-(3,5-bis(trifluoromethyl)phenyl)-1H-1,2,4-triazol-1-yl)-N-(4-ethoxy-2-oxo-2,5-dihydro-1H-pyrrol-1-yl)acrylamide FC(C=1C=C(C=C(C1)C(F)(F)F)C1=NN(C=N1)\C=C/C(=O)NN1C(C=C(C1)OCC)=O)(F)F